C[SiH](C)[Hf](C1=CC=CC1=C[Si](C)(C)C)C1=CC=CC1=C[Si](C)(C)C dimethylsilyl-bis(trimethylsilylmethylenecyclopentadienyl)hafnium